C1N(CCC2=CC=CC=C12)C[C@H](CN1C(C2=CC=C(C=C2C(C1)(C)C)OC1CCN(CC1)CC)=O)O 2-[(2R)-3-(3,4-dihydro-1H-isoquinolin-2-yl)-2-hydroxy-propyl]-6-[(1-ethyl-4-piperidinyl)oxy]-4,4-dimethyl-3H-isoquinolin-1-one